C(CCCCC)C(C(=O)OCCOCCNCCOCCOC(C(CCCCCCCC)CCCCCC)=O)CCCCCCCC ((Azanediylbis(ethane-2,1-diyl))bis(oxy))bis(ethane-2,1-diyl) bis(2-hexyl-decanoate)